3-(1-isopropyl-1H-pyrazol-4-yl)-N-((7-methyl-3H-imidazo[4,5-b]pyridin-2-yl)methyl)-6-morpholinoimidazo[1,2-b]pyridazin-8-amine C(C)(C)N1N=CC(=C1)C1=CN=C2N1N=C(C=C2NCC2=NC=1C(=NC=CC1C)N2)N2CCOCC2